C(C1=CC=CC=C1)OC([C@@H](NC(F)F)CCC1=CC=CC=C1)=O difluoromethyl-homophenylalanine benzyl ester